3-methyl-Nonanoic acid CC(CC(=O)O)CCCCCC